ClC=1C=C2C(N3CC(COC4=CC=CC=C4C=4C(=CC(=C(NS(C(C1O)=C2)(=O)=O)C4)F)F)C3)=O 16-chloro-22,24-difluoro-17-hydroxy-19,19-dioxo-8-oxa-19λ6-thia-12,20-diazapentacyclo[19.3.1.110,12.114,18.02,7]heptacosa-1(25),2,4,6,14,16,18(26),21,23-nonaen-13-one